N1C(N=CC1)C(=O)OCC 2,5-dihydro-1H-imidazole-2-carboxylic acid, ethyl ester